FC=1C=C2C(=C(NC2=C(C1)F)C1=CC=C(C=C1)F)CCCNC(OCC1=CC=CC=C1)=O benzyl N-[3-[5,7-difluoro-2-(4-fluorophenyl)-1H-indol-3-yl] propyl]-carbamate